N1CC(C1)C1=NC=CC(=C1)CN1CCOC2=C(C1)C=C(C=C2Cl)N2C=CC1=CC(=CC=C21)F 4-{[2-(azetidin-3-yl)pyridin-4-yl]methyl}-9-chloro-7-(5-fluoroindol-1-yl)-3,5-dihydro-2H-1,4-benzoxazepine